(R)-4-(2-((2,5-bis(trifluoromethyl)pyrazolo[1,5-a]pyrimidin-7-yl)amino)-1-(4-fluorophenyl)ethyl)piperidine-1-carboxamide FC(C1=NN2C(N=C(C=C2NC[C@@H](C2=CC=C(C=C2)F)C2CCN(CC2)C(=O)N)C(F)(F)F)=C1)(F)F